3-(2-((tert-butyldimethylsilyl)oxy)ethoxy)-5-chloropyridazine [Si](C)(C)(C(C)(C)C)OCCOC=1N=NC=C(C1)Cl